32-methyltritriacontyl linoleate C(CCCCCCC\C=C/C\C=C/CCCCC)(=O)OCCCCCCCCCCCCCCCCCCCCCCCCCCCCCCCC(C)C